C(C)(C)(C)OC(N(CC=1N=C2N(C(=CC=C2)C)C1)C1=CC(=NC=2N1N=CC2CC)Cl)=O (5-chloro-3-ethylpyrazolo[1,5-a]pyrimidin-7-yl)((5-methylimidazo[1,2-a]pyridin-2-yl)methyl)carbamic acid tert-butyl ester